(S)-1-(6-(3-fluoro-4-methylphenyl)thieno[3,2-d]pyrimidin-4-yl)-N-(4-(methylthio)benzyl)piperidine-3-carboxamide FC=1C=C(C=CC1C)C1=CC=2N=CN=C(C2S1)N1C[C@H](CCC1)C(=O)NCC1=CC=C(C=C1)SC